O=C1NC(CCC1N1C(C2=CC=CC(=C2C1=O)NCCCCCCCCNC(=O)C12CC3(CC(CC(C1)C3)C2)CN2N=CC(=C2C)C=2C(=NC=CC2)C(=O)O)=O)=O 3-(1-(((1r,3r)-3-((8-((2-(2,6-dioxopiperidin-3-yl)-1,3-dioxoisoindolin-4-yl)amino)octyl)carbamoyl)adamantan-1-yl)methyl)-5-methyl-1H-pyrazol-4-yl)picolinic acid